C1(CC1)C=1N(C(=NN1)SCC(=O)NC1=C(C2=C(S1)CCC2)C(=O)N)CC 2-{2-[(5-cyclopropyl-4-ethyl-4H-1,2,4-triazol-3-yl)sulfanyl]acetamido}-4H,5H,6H-cyclopenta[b]thiophene-3-carboxamide